3-(5-Methylpyridazin-4-yl)-1H-1,2,4-triazol-5-amine CC=1C(=CN=NC1)C1=NNC(=N1)N